ethyl 3-amino-3-iminopropanoate hydrochloride Cl.NC(CC(=O)OCC)=N